3-Chloropropyl (trans-4-(2-(4-(2,3-dichlorophenyl)piperazin-1-yl)ethyl)cyclohexyl)carbamate ClC1=C(C=CC=C1Cl)N1CCN(CC1)CC[C@@H]1CC[C@H](CC1)NC(OCCCCl)=O